tert-Butyl (S)-(3-(1-oxo-6-((5-oxopyrrolidin-2-yl)methoxy)-1,2-dihydropyrido[3,4-g]isoquinolin-4-yl)prop-2-yn-1-yl)carbamate O=C1NC=C(C=2C1=CC=1C=CN=C(C1C2)OC[C@H]2NC(CC2)=O)C#CCNC(OC(C)(C)C)=O